tert-butyl (2-(1,3-dioxo-3a,4,7,7a-tetrahydro-1H-4,7-epoxyisoindol-2(3H)-yl)ethyl)carbamate O=C1N(C(C2C3C=CC(C12)O3)=O)CCNC(OC(C)(C)C)=O